BrC=1C=C(C(=C(C1)O)C(C)C)O 5-bromo-2-isopropyl-1,3-benzenediol